6-bromo-3,3-dimethyl-2-oxo-indoline-4-carboxylic acid methyl ester COC(=O)C=1C=2C(C(NC2C=C(C1)Br)=O)(C)C